FC1=C(C=CC=C1[N+](=O)[O-])C=1C(=CC=CC1)C=1C(=CC=CC1)C1=C(C(=CC=C1)C1=CC=CC=C1)N 2-fluoro-3-nitro-[1,1':2',1'':2'',1''':3''',1''''-quinquephenyl]-2'''-amine